FC=1C=C2CNC(NC2=CC1COCC1=CC=C(C=C1)OC)=O 6-fluoro-7-(((4-methoxybenzyl)oxy)methyl)-3,4-dihydroquinazolin-2(1H)-one